FC(S(=O)(=O)OC1=C(CCC1)C(=O)[O-])(F)F 2-(((trifluoromethyl)sulfonyl)oxy)cyclopenta-1-en-1-carboxylate